tert-butyl (3-chloro-4-(trifluoromethoxy)benzyl)(3-((3,3-diethoxypropyl)amino)-3-oxopropyl)carbamate ClC=1C=C(CN(C(OC(C)(C)C)=O)CCC(=O)NCCC(OCC)OCC)C=CC1OC(F)(F)F